2,3-Hexandion CC(C(CCC)=O)=O